N-[4-chloro-2-fluoro-5-propargyloxyphenyl]-3,4,5,6-tetrahydrophthalimide ClC1=CC(=C(C=C1OCC#C)N1C(C2=C(C1=O)CCCC2)=O)F